FC1=CC=C2C=CC(C2=C1)(C(=O)O)CO 6-fluoro-1-(hydroxymethyl)indene-1-carboxylic acid